ClC1=C(C=CC=C1NC(=O)C1=NN2C([C@@H](CCC2)NC)=C1)C1=C(C(=CC=C1)NC=1C2=C(N=C(N1)C(F)(F)F)C=CC=N2)Cl (R)-N-(2,2'-dichloro-3'-((2-(trifluoromethyl)pyrido[3,2-d]pyrimidin-4-yl)amino)-[1,1'-biphenyl]-3-yl)-4-(methylamino)-4,5,6,7-tetrahydropyrazolo[1,5-a]pyridine-2-carboxamide